C(C)(C)(C)C=1C=C(C=C(C1)F)[C@H](C)NC(=O)C1=CC=C2C(=C(N(C2=C1)CC(C)C)C)CC1=CC(=CC(=C1)O)F (S)-N-(1-(3-(tert-butyl)-5-fluorophenyl)ethyl)-3-(3-fluoro-5-hydroxybenzyl)-1-isobutyl-2-methyl-1H-indole-6-carboxamide